C1(=CC=CC=C1)C(C)NCC(C)NC(C)C1=CC=CC=C1 N,N'-bis(1-phenylethyl)-1,2-propanediamine